BrC1=CSC2=C1N=C(N=C2N2CC1C(C2)CCC1)Cl 7-bromo-2-chloro-4-(hexahydrocyclopenta[c]pyrrol-2(1H)-yl)thieno[3,2-d]pyrimidine